Cl.N[C@@H](CNC(=O)C=1NC2=CC(=CC(=C2C1)OC)C1=CC=C(C=C1)F)CCCN (R)-N-(2,5-diaminopentyl)-6-(4-fluorophenyl)-4-methoxy-1H-indole-2-carboxamide hydrogen chloride salt